2-(Methylthio)-8-(spiro[2.4]heptan-4-yl)pyrido[2,3-d]pyrimidin-7(8H)-one CSC=1N=CC2=C(N1)N(C(C=C2)=O)C2C1(CC1)CCC2